6-phenyl-4-cyclohexyl-2-methylquinoline-13C C1(=CC=CC=C1)C=1C=C2C(=C[13C](=NC2=CC1)C)C1CCCCC1